1-(2-(2,5-dimethyl-1-(1-phenylethyl)-1H-pyrrol-3-yl)-2-oxoethyl)-6-oxo-1,6-dihydropyridine-3-carbonitrile CC=1N(C(=CC1C(CN1C=C(C=CC1=O)C#N)=O)C)C(C)C1=CC=CC=C1